sodium 3-(3,5-dichloro-4-hydroxybenzoyl)-1,1-dioxo-2,3-dihydro-1,3-benzothiazole ClC=1C=C(C(=O)N2CS(C3=C2C=CC=C3)(=O)=O)C=C(C1O)Cl.[Na]